C(C)C(COC([C@@H](N)CC1=CC=CC=C1)=O)CC L-phenylalanine-2-ethylbutyl ester